C(CCCCCCCCCCCCCCCCCCC)OCC(O)COP(=O)([O-])OCC[N+](C)(C)C 1-eicosyl-glycero-3-phosphocholine